lead-strontium [Sr].[Pb]